tert-butyl 4-(2-fluoro-5-(carbomethoxy(methoxycarbonyl))-4-nitrophenoxy)piperidine-1-carboxylate FC1=C(OC2CCN(CC2)C(=O)OC(C)(C)C)C=C(C(=C1)[N+](=O)[O-])C(=O)OCC(=O)OC